2-amino-6,6-dimethyl-4-(naphthalen-2-yl)-5,6-dihydrobenzol NC1=CC(CC(=C1)C1=CC2=CC=CC=C2C=C1)(C)C